BrC=1C(=CC(=NC1)C1=NOC(=N1)C(C)(C)C)OCC1CC1 3-(5-bromo-4-(cyclopropylmethoxy)pyridin-2-yl)-5-tert-butyl-1,2,4-oxadiazole